C(=O)O.C1(CC1)[C@@H]1N(C2=CC=C(C=C2[C@@H]([C@H]1C)NC1=NC=CC(=N1)C)N1CCOCC1)C(C)=O |r| rac-1-((2S,3R,4R)-2-cyclopropyl-3-methyl-4-((4-methylpyrimidin-2-yl)amino)-6-morpholino-3,4-dihydroquinolin-1(2H)-yl)ethanone, formic acid salt